FC1=C(C=C)C=CC=C1 2-Fluorostyrol